COC(C1=CC(=C(C=C1)[N+]#[C-])F)=O METHYL-3-FLUORO-4-ISOCYANOBENZOATE